CN1C[C@@H]2N(C3=CC=4C(=NC=NC4C=C3OC2)NC2=CC(=C(C=C2)OC2=CC3=C(N(C=N3)C)C=C2)C)CC1 (S)-3-methyl-N-(3-methyl-4-((1-methyl-1H-benzo[d]imidazol-5-yl)oxy)phenyl)-1,2,3,4,4a,5-hexahydropyrazino[1',2':4,5][1,4]oxazino[3,2-g]quinazolin-11-amine